1-isopropyl-3-fluoro-pyrimidine-2,4,6(1H,3H,5H)-trione C(C)(C)N1C(N(C(CC1=O)=O)F)=O